C(C)(C)(C)OC(=O)N1CC2=CC=C(C=C2CC1)C1=CC=NC=C1 6-(pyridin-4-yl)-3,4-dihydro-isoquinoline-2(1H)-carboxylic acid tert-butyl ester